[Li].[P]=S phosphorus sulfide lithium